3-(1-amino-5-(ethoxycarbonyl)-4-(4-((4-ethylpyridin-2-yl)carbamoyl)phenyl)-1H-imidazol-2-yl)piperidine-1-carboxylic acid tert-butyl ester C(C)(C)(C)OC(=O)N1CC(CCC1)C=1N(C(=C(N1)C1=CC=C(C=C1)C(NC1=NC=CC(=C1)CC)=O)C(=O)OCC)N